ButoxyEthanol CCCCOCCO